CN(C1(NC=2NC(C(NC2C(N1)=O)C)C)N)C 2-(dimethylamino)-6,7-dimethyl-5,6,7,8-tetrahydropterin